N-(2-aminoethyl)-3-aminopropyltris(2-ethylhexyloxy)silane NCCNCCC[Si](OCC(CCCC)CC)(OCC(CCCC)CC)OCC(CCCC)CC